chromium(II) laurate C(CCCCCCCCCCC)(=O)[O-].[Cr+2].C(CCCCCCCCCCC)(=O)[O-]